O=C1N(CC2=CC(=CC=C12)C[C@@H]1[C@H](CCCC1)NC1CCC(CC1)C(F)(F)F)C1C(NC(CC1)=O)=O 3-(1-oxo-5-(((1R,2S)-2-((4-(trifluoromethyl)cyclohexyl)amino)cyclohexyl)methyl)isoindolin-2-yl)piperidine-2,6-dione